N1N=NN=C1CCCN 3-(1H-tetrazol-5-yl)propan-1-amine